ClC1=C(C=C(C=C1)F)C1NC(C2=C3C(=CC(=C12)NC(C1=CC(=CC(=C1)C(F)(F)F)F)=O)OC(C(N3)=O)(F)F)=O N-(7-(2-chloro-5-fluorophenyl)-3,3-difluoro-2,9-dioxo-1,2,3,7,8,9-hexahydro-[1,4]oxazino[3,2-e]isoindol-6-yl)-3-fluoro-5-(trifluoromethyl)benzamide